FC(C1CC2(C1)C[C@H](N(CC2)CC2=C1C=CNC1=C(C=C2OC)C)C2=CC=C(C(=O)NCC1(COC1)O)C=C2)F 4-((2R,4s,6S)-2-(difluoromethyl)-7-((5-methoxy-7-methyl-1H-indol-4-yl)methyl)-7-azaspiro[3.5]nonan-6-yl)-N-((3-hydroxyoxetan-3-yl)methyl)benzamide